The molecule is a methyl-branched fatty acid that is heptadecanoic acid (margaric acid) substituted by a methyl group at position 16. It is a branched-chain saturated fatty acid, a long-chain fatty acid and a methyl-branched fatty acid. It derives from a heptadecanoic acid. CC(C)CCCCCCCCCCCCCCC(=O)O